CC1=NN(C2=CC(=CC=C12)N)CCN1CCOCC1 3-Methyl-1-(2-morpholinoethyl)-1H-indazol-6-amine